(S)-2-chloro-N-(5-(difluoromethyl)-6-(2H-1,2,3-triazol-2-yl)pyridin-3-yl)-8,8-dimethyl-7,8-dihydro-6H-cyclopenta[e]pyrazolo[1,5-a]pyrimidine-6-carboxamide ClC1=NN2C(N=CC3=C2C(C[C@@H]3C(=O)NC=3C=NC(=C(C3)C(F)F)N3N=CC=N3)(C)C)=C1